2-Cyano-2,2-dimethylethanimine C(#N)C(C=N)(C)C